COC(=O)C12C(NCC(CC1)C2)C=2C1=C(N=C(N2)OC[C@]23CCCN3C[C@@H](C2)F)C(=C(N=C1)Cl)F (7-chloro-8-fluoro-2-(((2R,7aS)-2-fluorohexahydro-1H-pyrrolizin-7a-yl)methoxy)pyrido[4,3-d]pyrimidin-4-yl)-3-azabicyclo[3.2.1]octane-1-carboxylic acid methyl ester